N-(4-methylbenzyl)-4-(trifluoromethyl)phenylpyridine CC1=CC=C(CN2C(C=CC=C2)C2=CC=C(C=C2)C(F)(F)F)C=C1